3-cyclopropyl-1-((3,3-difluorocyclobutyl)methyl)-4-(trifluoromethyl)-1H-pyrazole C1(CC1)C1=NN(C=C1C(F)(F)F)CC1CC(C1)(F)F